C1(=CC=C(C=C1)OC1C2C=CC(C1)C2)C 5-(p-tolyloxy)-bicyclo[2.2.1]hept-2-ene